(2S)-N-{4-[7-(2,2-Difluoroethyl)-5-methyl-4-oxo-3-phenyl-4,5-dihydro-1H-pyrrolo[3,2-c]pyridin-2-yl]pyridin-2-yl}-4,4-difluoro-2-(4-fluorophenyl)butanamid FC(CC=1C2=C(C(N(C1)C)=O)C(=C(N2)C2=CC(=NC=C2)NC([C@@H](CC(F)F)C2=CC=C(C=C2)F)=O)C2=CC=CC=C2)F